C(CCCCCCCCCCCCCCC)(=O)OCC(OC(CCCCCCCCCCCCCCC)=O)COC(CCC)=O 1,2-dipalmitoyl-3-butyryl-glycerol